C(C)(=O)C1=CC(=C(C=C1)C(C#N)C)[N+](=O)[O-] (4-acetyl-2-nitrophenyl)propionitrile